O1CCN(CC1)C1=CC=C(C=C1)NC1=NC=CC=C1 N-(4-morpholinophenyl)pyridin-2-amine